2-tert-butyl-2,6-dichloropyrimidine C(C)(C)(C)C1(NC(=CC=N1)Cl)Cl